3-((8-fluoro-2-(6-methoxypyridin-3-yl)-5-methyl-2,3-dihydrobenzo[b][1,4]dioxin-6-yl)methyl)-6-(1-methyl-1H-pyrazol-4-yl)-3H-imidazo[4,5-b]pyridine FC1=CC(=C(C2=C1OC(CO2)C=2C=NC(=CC2)OC)C)CN2C=NC=1C2=NC=C(C1)C=1C=NN(C1)C